N-[[4-(trifluoromethyl)phenyl]methyl]azetidin-3-amine FC(C1=CC=C(C=C1)CNC1CNC1)(F)F